BrC1=C(C=CC=C1)NC(\C(=C\C1=CC=CC=C1)\C1=CC=C(C=C1)C)=O (E)-N-(2-bromophenyl)-3-phenyl-2-(p-tolyl)acrylamide